C(=O)N1CSC2=C1C=C(C=C2)N 3-formylbenzothiazol-5-amine